C(#N)C1=CC=C(C=C1)C(CN[C@H](C(=O)NC1=NC=C(C=C1)C=1C=NN(C1)CC(=O)N(C)C)C1=CC(=CC=C1)F)C (S)-2-((2-(4-cyanophenyl)propyl)amino)-N-(5-(1-(2-(dimethylamino)-2-oxoEthyl)-1H-pyrazol-4-yl)pyridin-2-yl)-2-(3-fluorophenyl)acetamide